ClC1=NC=C(C(=C1)N1CCC(CC1)(C)CN(C)C)C#CC=1C=NN(C1)C 1-(1-(2-Chloro-5-((1-methyl-1H-pyrazol-4-yl)ethynyl)pyridin-4-yl)-4-methylpiperidin-4-yl)-N,N-dimethylmethanamine